1-[(1R)-1-[(3-amino-4-quinolinyl)amino]-2-ethoxy-ethyl]cyclopentanol NC=1C=NC2=CC=CC=C2C1N[C@H](COCC)C1(CCCC1)O